3-[(1-{[(3R,4R)-1-(2-fluorobenzyl)-3-phenylpiperidin-4-yl]carbonyl}-4-hydroxypiperidin-4-yl)methyl]-7-methyl-3,7-dihydro-4H-pyrrolo[2,3-d]pyrimidin-4-one FC1=C(CN2C[C@H]([C@@H](CC2)C(=O)N2CCC(CC2)(O)CN2C=NC3=C(C2=O)C=CN3C)C3=CC=CC=C3)C=CC=C1